COC=1C=C(C=CC1OC)C1=NC2=C(N1C)C=C(C=C2C)C2CCN(CC2)C2CC1CCC(C2)N1C1COC1 2-(3,4-dimethoxyphenyl)-1,4-dimethyl-6-(1-(8-(oxetan-3-yl)-8-azabicyclo[3.2.1]oct-3-yl)piperidin-4-yl)-1H-benzo[d]imidazole